COC1=CC=C(C=C1)C(C#C)(O)C1=CC=C(C=C1)N1CCCC1 1-(4-methoxyphenyl)-1-(4-(pyrrolidin-1-yl)phenyl)prop-2-yn-1-ol